4-(3-(methylcarbamoyl)-1H-indazol-6-yl)morpholine-2-carboxylic acid CNC(=O)C1=NNC2=CC(=CC=C12)N1CC(OCC1)C(=O)O